COC(=O)C1(CC(C1)(OC)OC)C=1C=C(C=2N(C1)C=CN2)Cl 1-(8-chloroimidazo[1,2-a]pyridin-6-yl)-3,3-dimethoxycyclobutane-1-carboxylic acid methyl ester